(3S,1R,13S)-16-formyl-17-(4-isopropyl-1H-imidazol-1-yl)-10,13-dimethyl-2,3,4,7,8,9,10,11,12,13,14,15-dodecahydro-1H-cyclopenta[a]phenanthren-3-yl acetate C(C)(=O)O[C@H]1CCC2(C3CC[C@@]4(C(=C(CC4C3CC=C2C1)C=O)N1C=NC(=C1)C(C)C)C)C